tert-butyl 4-(4-(5-[(2-chlorophenyl)methoxy]pyridin-3-yl)-1H-pyrazol-1-yl)piperidine-1-carboxylate ClC1=C(C=CC=C1)COC=1C=C(C=NC1)C=1C=NN(C1)C1CCN(CC1)C(=O)OC(C)(C)C